FC(C1=C(C=NC(=C1)N[C@@H](CC)C(F)(F)F)C1=C(N=C(S1)C(=O)N[C@@H]1COC[C@H]1O)C(=O)N1[C@H](CCC1)C)F 5-(4-(difluoromethyl)-6-(((1S)-1-(trifluoromethyl)propyl)amino)-3-pyridinyl)-N-((3R,4S)-4-hydroxytetrahydrofuran-3-yl)-4-((2S)-2-methylpyrrolidine-1-carbonyl)thiazole-2-carboxamide